C1(CC1)C(=O)N1[C@H]([C@H](CCC1)NS(=O)(=O)C)COC1CCN(CC1)C1=NC=CC=N1 N-(cis-1-(cyclopropylcarbonyl)-2-(((1-(pyrimidin-2-yl)piperidin-4-yl)oxy)methyl)piperidin-3-yl)methanesulfonamide